DIMETHYLPHENYLTHIOUREA CNC(=S)N(C)C1=CC=CC=C1